methyl (R)-3-phenylaminobutyrate C1(=CC=CC=C1)N[C@@H](CC(=O)OC)C